(R)-1-(2-chloro-5-fluoropyridin-3-yl)ethyl (1-methyl-4-(2-oxo-1,2,3,4-tetrahydroquinolin-6-yl)-1H-1,2,3-triazol-5-yl)carbamate CN1N=NC(=C1NC(O[C@H](C)C=1C(=NC=C(C1)F)Cl)=O)C=1C=C2CCC(NC2=CC1)=O